C(#N)C=1OC2=C(C1CC(F)(F)F)C=CC=C2N[C@@H]2CN(C[C@@H]2F)C(=O)OC(C)(C)C tert-butyl (3R,4S)-3-((2-cyano-3-(2,2,2-trifluoroethyl) benzofuran-7-yl) amino)-4-fluoropyrrolidine-1-carboxylate